2-methoxy-8-oxo-7,8-dihydro-[1,7]naphthyridine-3-carbonitrile COC1=NC=2C(NC=CC2C=C1C#N)=O